CC(C)(C)[S@](=O)N=CC1=CC=C(C=C1)C(F)(F)F (S)-2-methyl-N-(4-(trifluoromethyl)benzylidene)propane-2-sulfinamide